4-bromo-3-cyanopyrazolo[1,5-a]pyridine-5-carboxamide BrC=1C=2N(C=CC1C(=O)N)N=CC2C#N